COC(=CC1=CC=C(C=C1)OC)C 2,4-dimethoxypropenyl-benzene